ClC=1C=C2C=C(NC2=CC1OCC1=CC(=NO1)C)CNC(C(F)F)=O N-((5-chloro-6-((3-methylisoxazol-5-yl)methoxy)-1H-indol-2-yl)methyl)-2,2-difluoroacetamide